2-(2-ethoxypyridin-3-yl)-7-[1-(2-hydroxyethyl)azetidin-3-yl]-1'-[5-propoxy-4-(trifluoromethyl)pyridin-3-yl]spiro[6H-1,7-naphthyridine-5,4'-piperidine]-8-one C(C)OC1=NC=CC=C1C1=NC=2C(N(CC3(CCN(CC3)C=3C=NC=C(C3C(F)(F)F)OCCC)C2C=C1)C1CN(C1)CCO)=O